C(C)OC(CC(=O)OCC)OCC ethyl 3,3-diethoxypropanoate